FC(CN1N=C(C=2C1=NC(=CN2)N2CCC1(CC(N(C1)C1=NC(=CN=C1)C(F)(F)F)=O)CC2)C)F 8-[1-(2,2-difluoroethyl)-3-methyl-1H-pyrazolo[3,4-b]pyrazin-6-yl]-2-[6-(trifluoromethyl)pyrazin-2-yl]-2,8-diazaspiro[4.5]decan-3-one